6-{3-azabicyclo[3.1.0]hex-3-yl}-2-methylpyridine-3-carbaldehyde C12CN(CC2C1)C1=CC=C(C(=N1)C)C=O